ClC=1C(=NC(=NC1)N1C[C@H](C([C@H](C1)C)(F)F)C)NC1=CC2=C(N(C(N2CCC(C)(O)C)=O)CCC(C)(C)O)C=C1 5-((5-chloro-2-((3r,5s)-4,4-difluoro-3,5-dimethylpiperidin-1-yl)pyrimidin-4-yl)amino)-1,3-bis(3-hydroxy-3-methylbutyl)-1,3-dihydro-2H-benzo[d]imidazol-2-one